(R)-2,3-diethyl-4-(2-fluoro-4-methoxyphenyl)-9H-indeno[2,1-b]pyridine C(C)C1=C(C(=C2C(=N1)CC=1C=CC=CC12)C1=C(C=C(C=C1)OC)F)CC